2-N,N-DIETHYLSULFAMOYLPHENYLBORONIC ACID B(C1=CC=CC=C1S(=O)(=O)N(CC)CC)(O)O